FC=1C=C(C=C(C1)F)C=1OC(=CN1)C(=O)N[C@H](C(N[C@H](C(O)C=1SC=CN1)CCC(F)(F)F)=O)C 2-(3,5-difluorophenyl)-N-((2S)-1-oxo-1-(((2S)-5,5,5-trifluoro-1-hydroxyl-(thiazol-2-yl)pentan-2-yl)amino)propan-2-yl)oxazole-5-carboxamide